furan-2,4-dicarboxylic acid 2-methyl ester COC(=O)C=1OC=C(C1)C(=O)O